(1R,2R,4R)-bicyclo[2.2.1]hept-5-ene-2-carboxylate [C@H]12[C@@H](C[C@H](C=C1)C2)C(=O)[O-]